N[C@@H]1C2=CC=CC=C2CC12CCN(CC2)C=2NC(C1=C(N2)NN=C1C1(CC1)C1=NC=CN=C1)=O (S)-6-(1-amino-1,3-dihydrospiro[indene-2,4'-piperidin]-1'-yl)-3-(1-(pyrazin-2-yl)cyclopropyl)-1,5-dihydro-4H-pyrazolo[3,4-d]pyrimidin-4-one